methyl (S,E)-2-((3-(7-(dimethylamino)-2-((dimethylcarbamoyl)oxy)-7-oxohept-5-enamido)-2-oxopyridin-1(2H)-yl)methyl)-5-fluoro-1H-benzo[d]imidazole-1-carboxylate CN(C(/C=C/CC[C@@H](C(=O)NC=1C(N(C=CC1)CC1=NC2=C(N1C(=O)OC)C=CC(=C2)F)=O)OC(N(C)C)=O)=O)C